3-amino-9,13-dihydro-1H-dibenzo[c,f]-imidazo[1,5-a]azepine hydrochloride Cl.NC1=NCC=2N1C1=C(CC=3C2CC=CC3)C=CC=C1